5,5'-methylenebis{1-[3-(triethoxysilyl)propyl]-1,2,3,4-tetrazole} C(C1=NN=NN1CCC[Si](OCC)(OCC)OCC)C1=NN=NN1CCC[Si](OCC)(OCC)OCC